O=C1NC(CCC1N1C(C2=CC=C(C=C2C1=O)OCCCCC=O)=O)=O 5-(2-(2,6-dioxopiperidin-3-yl)-1,3-dioxoisoindolin-5-yloxy)pentanal